C(C)(=O)N1CCN(CC1)C1=NC=C(C=N1)CCC(=O)[O-] 3-(2-(4-acetyl piperazin-1-yl)pyrimidin-5-yl)propanoate